4-[5-[5-[(1R)-1-(3,5-dichloro-4-pyridyl)ethoxy]-1H-indazol-3-yl]-2-pyridyl]-1,4-thiazinane 1,1-dioxide ClC=1C=NC=C(C1[C@@H](C)OC=1C=C2C(=NNC2=CC1)C=1C=CC(=NC1)N1CCS(CC1)(=O)=O)Cl